CN1C[C@H]([C@H](CC1)C1=NC2=C(N1CC(F)(F)F)C=C(C=C2C(=O)N)C#CCNC(C2=CC=C(C=C2)OC)=O)C [(3S,4S)-1-methyl-3-methyl-4-piperidyl]-6-[3-(p-anisoylamino)-1-propynyl]-1-(2,2,2-trifluoroethyl)-1H-1,3-benzimidazole-4-carboxamide